N(=[N+]=[N-])C(CCCCCC(=O)OC\C=C/CCCCCCCC)CCCCCC(=O)OC\C=C/CCCCCCCC di((Z)-undec-2-en-1-yl) 7-azidotridecanedioate